C(C1=CC=CC=C1)OC(=O)OC1=C(C(=O)OCC2=CC=CC=C2)C=C(C=C1)NN benzyl 2-((benzyloxycarbonyl)oxy)-5-hydrazinylbenzoate